CC1=NOC(=C1C1=NC2=CC=C(C=C2C(=N1)NCC=1SC=CC1)C=1C(=NOC1C)C)C 2,6-bis(3,5-dimethylisoxazol-4-yl)-N-(thiophen-2-ylmethyl)quinazolin-4-amine